5-[(2-Aminocyclopentyl)amino]-N-(3-carbamoyl-1-methyl-1H-pyrazol-4-yl)pyrazolo[1,5-a]pyrimidin-3-carboxamid NC1C(CCC1)NC1=NC=2N(C=C1)N=CC2C(=O)NC=2C(=NN(C2)C)C(N)=O